C(C)(C)(C)OC(=O)N1C[C@H](CC1)N1C(N(C=2C1=NC=C(C2)OC)C2=CC=C(C=C2)C2=CC=C(C=C2)C(=O)OC)=O (S)-3-(6-methoxy-1-(4'-(methoxycarbonyl)-[1,1'-biphenyl]-4-yl)-2-oxo-1,2-dihydro-3H-imidazo[4,5-b]pyridin-3-yl)pyrrolidine-1-carboxylic acid tert-butyl ester